6-(3-(2,4-difluorophenoxy)-7,8-dihydro-1,6-naphthyridin-6(5H)-yl)-5-methylpyridazine-3-carbonitrile FC1=C(OC=2C=NC=3CCN(CC3C2)C2=C(C=C(N=N2)C#N)C)C=CC(=C1)F